(3R,5S)-3-amino-5-(difluoromethyl)piperidine-1-carboxylic acid benzyl ester C(C1=CC=CC=C1)OC(=O)N1C[C@@H](C[C@@H](C1)C(F)F)N